(2S,3R,4S,5S)-5-(4-bromophenyl)-2,4-dimethyl-4-nitro-3-phenylpyrrolidine-2-carboxylic acid methyl ester COC(=O)[C@]1(N[C@H]([C@]([C@@H]1C1=CC=CC=C1)([N+](=O)[O-])C)C1=CC=C(C=C1)Br)C